(4-(5-(3-(benzyl-(methyl)amino)-3-oxopropyl)-1-methyl-1H-1,2,3-triazol-4-yl)-phenoxy)cyclohexane-1-carboxylic acid methyl ester COC(=O)C1(CCCCC1)OC1=CC=C(C=C1)C=1N=NN(C1CCC(=O)N(C)CC1=CC=CC=C1)C